2-[2,6-bis(propan-2-yl)phenyl]Acetic acid CC(C)C1=C(C(=CC=C1)C(C)C)CC(=O)O